CC1=CC(=NO1)C1[C@H]2CN(C[C@@H]12)C(=O)O (1R,5S,6r)-6-(5-methyl-1,2-oxazol-3-yl)-3-azabicyclo[3.1.0]Hexane-3-carboxylic acid